M-4-aminophenylthiophenol NC1=CC=C(C=C1)C=1C=C(C=CC1)S